C(N)(OC(COC1=C(C(=NC=C1)Cl)Cl)CC(C)(C)C)=O Tert-butyl-(1-((2,3-dichloropyridin-4-yl) oxy) propan-2-yl) carbamate